FC1=C(NC2=CC=C(C=C12)NC(=O)[C@H]1N(CCC1)C([C@@H](C1=CC=CC=C1)NC(OC(C)(C)C)=O)=O)C1=CC=C(C=C1)N1C(CCC1)=O tert-butyl {(1R)-2-[(2S)-2-({3-fluoro-2-[4-(2-oxopyrrolidin-1-yl)phenyl]-1H-indol-5-yl}carbamoyl)pyrrolidin-1-yl]-2-oxo-1-phenylethyl}carbamate